NC1=NC(N(C=C1Br)[C@H]1C[C@@H]([C@@](O1)(C#N)COCC1=CC=CC=C1)OCC1=CC=CC=C1)=O (2r,3s,5r)-5-(4-amino-5-bromo-2-oxopyrimidin-1(2H)-yl)-3-(benzyloxy)-2-((benzyloxy)methyl)tetrahydrofuran-2-carbonitrile